C(C)[C@@H]1CN(C[C@@H]1C1=CN=C2N1C1=C(N=C2)N(C=C1)C(C(C)C1=CC(=CC=C1)OC1=CC=CC=C1)=O)C(=O)NCC(F)(F)F (3S,4R)-3-ethyl-4-(3-(2-(3-phenoxyphenyl)propionyl)-3H-imidazo[1,2-a]pyrrolo[2,3-e]pyrazin-8-yl)-N-(2,2,2-trifluoroethyl)pyrrolidine-1-carboxamide